tris(dinonylphenyl) phosphite CCCCCCCCCC1=CC(=CC(=C1)OP(OC2=CC(=CC(=C2)CCCCCCCCC)CCCCCCCCC)OC3=CC(=CC(=C3)CCCCCCCCC)CCCCCCCCC)CCCCCCCCC